3-[5-(4-chlorophenyl)-2,3-dimethylisoxazolidin-3-yl]pyridine ClC1=CC=C(C=C1)C1CC(N(O1)C)(C)C=1C=NC=CC1